(trifluoromethyl)quinolin-3-amine FC(F)(F)C1=NC2=CC=CC=C2C=C1N